5-(6-(3-oxa-8-azabicyclo[3.2.1]oct-8-yl)-2-(3-oxa-8-azabicyclo[3.2.1]oct-8-yl)pyrimidin-4-yl)-4-(difluoromethyl)pyridin-2-amine C12COCC(CC1)N2C2=CC(=NC(=N2)N2C1COCC2CC1)C=1C(=CC(=NC1)N)C(F)F